3-((2S)-3-(8-(4-bromo-3-chlorophenylsulfonyl)-1-oxa-8-azaspiro[4.5]dec-3-ylamino)-2-hydroxypropoxy)-N-methylbenzenesulfonamide BrC1=C(C=C(C=C1)S(=O)(=O)N1CCC2(CC(CO2)NC[C@@H](COC=2C=C(C=CC2)S(=O)(=O)NC)O)CC1)Cl